2-[[4-(4-Fluorophenyl)-5-(furan-2-yl)-4H-1,2,4-triazol-3-yl]sulfanyl]-N'-[(4-ethylphenyl)methylidene]acetohydrazide FC1=CC=C(C=C1)N1C(=NN=C1C=1OC=CC1)SCC(=O)NN=CC1=CC=C(C=C1)CC